3',4',5'-tri(benzyloxy)-6'-methyl-3',4',5',6'-tetrahydro-3H-spiro[isobenzofuran-1,2'-pyran]-6-formaldehyde C(C1=CC=CC=C1)OC1C2(OC(C(C1OCC1=CC=CC=C1)OCC1=CC=CC=C1)C)OCC1=CC=C(C=C12)C=O